N-(2-fluoro-4-(hydrazinecarbonyl)benzyl)ethanesulfonamide FC1=C(CNS(=O)(=O)CC)C=CC(=C1)C(=O)NN